C(C)(=O)OC1=C(C=C(C=C1)Cl)C1NC(N(C(=C1C(=O)OCC)C)C1=CC(=CC=C1)C(=O)OCC)=O ethyl 4-(2-acetoxy-5-chlorophenyl)-1-(3-(ethoxycarbonyl)phenyl)-6-methyl-2-oxo-1,2,3,4-tetrahydropyrimidine-5-carboxylate